P(SCCCCCC(C)C)(SCCCCCC(C)C)OCCCCCC(C)C triisooctyl dithiophosphite